C(CCCC)[Si](OC)(C)CCSSSCC[Si](OC)(C)CCCCC bis(pentylmethylmethoxysilylethyl) trisulfide